6-(difluoromethyl)quinolin-3-amine hydrochloride Cl.FC(C=1C=C2C=C(C=NC2=CC1)N)F